8-[(2-hydroxyethyl)[6-oxo-6-(undecanyloxy)hexyl]amino]-octanoic acid 1-octylnonyl ester C(CCCCCCC)C(CCCCCCCC)OC(CCCCCCCN(CCCCCC(OCCCCCCCCCCC)=O)CCO)=O